(S)-1-(1-(7,8-difluoro-1-oxo-1,2-dihydroisoquinolin-4-yl)ethyl)-3-(2,3-difluorophenyl)-1-methylurea FC1=CC=C2C(=CNC(C2=C1F)=O)[C@H](C)N(C(=O)NC1=C(C(=CC=C1)F)F)C